tert-butyl (S)-1-(aminomethyl)-5-chloro-8-((5-(difluoromethyl)-1-methyl-1H-1,2,3-triazol-4-yl)methoxy)-7-fluoro-3,4-dihydroisoquinoline-2(1H)-carboxylate NC[C@H]1N(CCC2=C(C=C(C(=C12)OCC=1N=NN(C1C(F)F)C)F)Cl)C(=O)OC(C)(C)C